NC1=NC(=C(C2=C1N=C(N2C[C@](CO)(C)COC)COCC)C)C (S)-3-(4-amino-2-(ethoxymethyl)-6,7-dimethyl-1H-imidazo[4,5-c]pyridin-1-yl)-2-(methoxymethyl)-2-methylpropan-1-ol